(R,S)-4-oxo-4-((1-oxo-1-(((phenyl-d5)methyl)amino)propan-2-yl)amino)butanoic acid O=C(CCC(=O)O)N[C@@H](C(NCC1=C(C(=C(C(=C1[2H])[2H])[2H])[2H])[2H])=O)C